C(CCCCCCCC=CCC=CCCCCC)(=O)OCC(CO)O 2,3-dihydroxypropyl 9,12-octadecadienoate